NC=1C=CC(=C(C1)O)OC1=CC=CC=C1 5-Amino-2-phenoxyphenol